FC1([C@@H](N(C1)C=1N=C(C2=C(N1)C(CC2)(F)F)C2=NOC(=N2)[C@H]2CNCC2)C)F 3-(2-((S)-3,3-difluoro-2-methylazetidin-1-yl)-7,7-difluoro-6,7-dihydro-5H-cyclopenta[d]pyrimidin-4-yl)-5-((R)-pyrrolidin-3-yl)-1,2,4-oxadiazole